C12(CC(C1)(C2)C(=O)OC)C(=O)OC(C)(C)C 1-(tert-butyl) 3-methyl bicyclo[1.1.1]pentane-1,3-dicarboxylate